C1(CC1)C1=C(C=C(C=C1)CC(=O)N)F (4-cyclopropyl-3-fluorophenyl)acetamide